C1(CC1)C1=NC=NC(=C1C=1N=C(C2=C(N1)C(NCC2)=O)NCC2=CC=C(C=C2)C=2N(C=C(N2)C(F)(F)F)C)OC 2-(4-cyclopropyl-6-methoxypyrimidin-5-yl)-4-((4-(1-methyl-4-(trifluoromethyl)-1H-imidazol-2-yl)benzyl)amino)-6,7-dihydropyrido[3,4-d]pyrimidin-8(5H)-one